FC1=C(C=CC(=C1)C(NS(=O)(=O)C)=O)N1[C@H]2CC(C[C@@H]1CC2)OC(=O)C=2C(=NOC2C2CC2)C2=C(C=CC=C2Cl)Cl (1R,3R,5S)-8-[2-fluoro-4-(methanesulfonylcarbamoyl)phenyl]-8-azabicyclo[3.2.1]octan-3-yl-5-cyclopropyl-3-(2,6-dichlorophenyl)-1,2-oxazole-4-carboxylate